[(S)-8-((R)-3-Methyl-morpholin-4-yl)-6-oxo-2-trifluoromethyl-3,4-dihydro-2H,6H-pyrimido[1,2-a]-pyrimidin-1-yl]acetic acid methyl ester COC(CN1C=2N(CC[C@H]1C(F)(F)F)C(C=C(N2)N2[C@@H](COCC2)C)=O)=O